C(C)N1NCC=C1 N-ethyl-2H-pyrazole